4-(2-fluoro-4-nitrobenzoyl)-1,1-dioxo-1,4-thiazinane FC1=C(C(=O)N2CCS(CC2)(=O)=O)C=CC(=C1)[N+](=O)[O-]